6-(4-Fluoro-2-(4-methyl-4H-1,2,4-triazol-3-yl)phenyl)-2-(6-methyl-4-(((piperidin-2-ylmethyl)amino)methyl)pyridin-2-yl)isoindolin-1-one FC1=CC(=C(C=C1)C1=CC=C2CN(C(C2=C1)=O)C1=NC(=CC(=C1)CNCC1NCCCC1)C)C1=NN=CN1C